5,8,11,18,21,24,27-Heptaoxa-2,14,30-triazatritriacontanoic acid C(NCCOCCOCCOCCNCCCOCCOCCOCCOCCNCCC)(=O)O